NC(CO)CC 2-amino-1-butanol